C(C1=CC=CC=C1)C=1NC(=NN1)C(=O)N[C@@H]1C(N(C=2N(CC1)N=C1C2CS(C1)(=O)=O)C)=O (S)-5-benzyl-N-(1-methyl-9,9-dioxido-2-oxo-1,2,3,4,5,10-hexahydro-8H-thieno[3',4':3,4]pyrazolo[1,5-a][1,3]diazepin-3-yl)-4H-1,2,4-triazole-3-carboxamide